C(COCO)OCO 1,6-dihydroxy-2,5-dioxyhexane